FC1=CC(=CC=2C(=NOC21)N2C(C(C1(CC1)C2)=O)=O)C=O 7-fluoro-3-(5-oxo-4-oxo-6-azaspiro[2.4]heptan-6-yl)benzo[d]isoxazole-5-carbaldehyde